FC(C(=O)O)(F)F.C(C)C1=C(C(C=2C(=NC3=C(N2)N=C(S3)C)N1)=O)N1CCNCC1 6-ethyl-2-methyl-7-(piperazin-1-yl)pyrido[2,3-b]thiazolo[4,5-e]pyrazin-8(5H)-one trifluoroacetate